N1CC(CC1)N1CCSCC1 4-(pyrrolidin-3-yl)thiomorpholine